10-((R)-(2,3-difluorophenyl)(3-fluorophenyl)methyl)-3,5-dioxo-3,5,8,9,9a,10-hexahydro-7H-pyrrolo[1',2':4,5]pyrazino[1,2-b]pyridazin FC1=C(C=CC=C1F)[C@H](C1C2N(C(C=3N1N=CC(C3)=O)=O)CCC2)C2=CC(=CC=C2)F